(Z)-2-cyano-N-(4-(3-fluorophenyl)-5-(methylsulfonyl)pyrimidin-2-yl)-3-hydroxy-3-(5-methylisoxazol-4-yl)acrylamide C(#N)/C(/C(=O)NC1=NC=C(C(=N1)C1=CC(=CC=C1)F)S(=O)(=O)C)=C(\C=1C=NOC1C)/O